N-(2-fluoro-5-methylphenyl)-2,3,6,6-tetramethyl-4-oxo-2,4,5,6,7,8-hexahydropyrrolo[3,4-c]azepine-1-carboxamide FC1=C(C=C(C=C1)C)NC(=O)C=1N(C(=C2C(NC(CCC21)(C)C)=O)C)C